((S)-1-(((S)-1-cyano-2-((S)-2-oxopiperidin-3-yl)ethyl)amino)-3-cyclohexyl-1-oxopropan-2-yl)benzofuran-2-carboxamide C(#N)[C@H](C[C@H]1C(NCCC1)=O)NC([C@@H](CC1CCCCC1)C1=C(OC2=C1C=CC=C2)C(=O)N)=O